[3-[4-(1-ethylpyrazol-4-yl)phenyl]-5-(trifluoromethyl)-4H-1,2-oxazol-5-yl] 2-methoxyacetate COCC(=O)OC1(CC(=NO1)C1=CC=C(C=C1)C=1C=NN(C1)CC)C(F)(F)F